4-(4-((S)-3-aminopyrrolidin-1-yl)-6-(difluoromethyl)quinazolin-2-yl)-1-((4,4,4-trifluoro-3-hydroxy-3-methylbutyl)imino)-2,3,4,5-tetrahydro-benzo[f][1,4]thiazepine N[C@@H]1CN(CC1)C1=NC(=NC2=CC=C(C=C12)C(F)F)N1CCS(C2=C(C1)C=CC=C2)=NCCC(C(F)(F)F)(C)O